(5S)-5,6-Dihydroxy-2-methylhexane-3-one O[C@@H](CC(C(C)C)=O)CO